tert-butyl azetidin-3-ylcarbamate HCl Cl.N1CC(C1)NC(OC(C)(C)C)=O